3-(4-pyridyl)-1-(4-trifluoromethoxyphenyl)-4,5-dihydro-1H-pyrazole-5-carboxylic acid methyl ester COC(=O)C1CC(=NN1C1=CC=C(C=C1)OC(F)(F)F)C1=CC=NC=C1